ClC1=CC=C(C(=N1)SC)F 6-chloro-3-fluoro-2-(methylthio)pyridine